butyl (1-aminopropan-2-yl)carbamate NCC(C)NC(OCCCC)=O